N-(5-((6-((R)-3-(3,5-difluorophenyl)isoxazolidine-2-yl)pyrimidine-4-yl)amino)-4-methoxy-2-(4-(4-(oxetane-3-yl)piperazine-1-yl)piperidine-1-yl)phenyl)acrylamide FC=1C=C(C=C(C1)F)[C@@H]1N(OCC1)C1=CC(=NC=N1)NC=1C(=CC(=C(C1)NC(C=C)=O)N1CCC(CC1)N1CCN(CC1)C1COC1)OC